C[C@@H]1CN(C[C@@H](O1)C)C(=O)C1=NN(C=2CCC(CC12)C(F)(F)F)CC(=O)N1CCN(CC1)C1=C(C(=CC=C1)C)C 2-{3-[(2R,6S)-2,6-Dimethylmorpholin-4-carbonyl]-5-(trifluoromethyl)-4,5,6,7-tetrahydro-1H-indazol-1-yl}-1-[4-(2,3-dimethylphenyl)piperazin-1-yl]ethan-1-on